(6S)-3-fluoro-2-(piperazin-1-yl)-5,6,7,8-tetrahydroquinolin FC=1C(=NC=2CCCCC2C1)N1CCNCC1